C(C)N1OC(C2C1C(CC(C2)(C2=CC=CC=C2)C)C)(C)C 1-Ethyl-3,3,5,7-tetramethyl-5-phenyloctahydrobenzo[c]isoxazol